N=1N=C(N2C1C=CC=C2)NC(CN(C(OC(C)(C)C)=O)C2CCN(CC2)C2=C(C=CC=C2)C#N)=O tert-butyl (2-([1,2,4]triazolo[4,3-a]pyridin-3-ylamino)-2-oxoethyl)(1-(2-cyanophenyl)piperidin-4-yl)carbamate